(S)-N-{1,2,3-trimethoxy-9-oxo-10-(2,2,2-trifluoroethoxy)-5,6,7,9-tetrahydrobenzo[a]heptalen-7-yl}acetamide COC1=C(C(=CC2=C1C1=CC=C(C(C=C1[C@H](CC2)NC(C)=O)=O)OCC(F)(F)F)OC)OC